FC(=O)OC(Cl)(Cl)Cl trichloromethyl fluoroformate